C1=CC=CC=2C3=CC=CC=C3C(C12)COC(=O)N[C@@H](C)C12CC(C1)(C2)C(=O)O[C@H](C(=O)O)CC2=CC=CC=C2 (S)-2-((3-((S)-1-((((9H-fluoren-9-yl)methoxy)carbonyl)amino)ethyl)bicyclo[1.1.1]pentane-1-carbonyl)oxy)-3-phenylpropanoic acid